O=C1NC(CCC1N1C(C2=CC=C(C=C2C1=O)CN1CCN(CC1)CC1=C(CC(CC1)(C)C)C1=CC=C(C=C1)C)=O)=O 2-(2,6-dioxopiperidin-3-yl)-5-((4-((4',5,5-trimethyl-3,4,5,6-tetrahydro-[1,1'-biphenyl]-2-yl)methyl)piperazin-1-yl)methyl)isoindoline-1,3-dione